CN1CC(CC(C1)C)C=1SC2=C(N1)C=C(C=C2)[C@@H]2N(C[C@H](CC2)C)C(C(=O)NC=2C1=C(C=NC2)C=NN1COCC[Si](C)(C)C)=O 2-((2R,5S)-2-(2-(1,5-dimethylpiperidin-3-yl)benzo[d]thiazol-5-yl)-5-methylpiperidin-1-yl)-2-oxo-N-(1-((2-(trimethylsilyl)ethoxy)methyl)-1H-pyrazolo[4,3-c]pyridin-7-yl)acetamide